[Cl-].C(CCCCCCCCCCC)[N+](C)(CCCCCCCCCCCC)CCCCCCCCCCCC tri(dodecyl)methyl-ammonium chloride